C1(=CC=CC=C1)C1=NN=C(S1)CNC(=O)C1=NN(N=C1)C1=NC=NC=C1 N-((5-phenyl-1,3,4-thiadiazol-2-yl)methyl)-2-(pyrimidin-4-yl)-2H-1,2,3-triazole-4-carboxamide